1-(4-(difluoromethyl)phenyl)ethan-1-ol FC(C1=CC=C(C=C1)C(C)O)F